1,3,5-triiodo-1,3,5-triazinane-2,4,6-trione IN1C(N(C(N(C1=O)I)=O)I)=O